[2-[6-[(2S,6R)-2,6-dimethylmorpholin-4-yl]-2-pyridinyl]-1,6-naphthyridin-7-yl]methylamine C[C@H]1CN(C[C@H](O1)C)C1=CC=CC(=N1)C1=NC2=CC(=NC=C2C=C1)CN